CS(=O)(=O)OC=1C=C(C=CC1)NC(=O)NC1=CC=C(C=C1)OS(=O)(=O)CCCC N-[3-(methanesulfonyloxy)phenyl]-N'-[4-(butanesulfonyloxy)phenyl]urea